1-(2,6-diisopropylphenyl)-4-(4-isobutylphenyl)-2,2,4-trimethyl-3,4-dihydro-2H-pyrrol-1-ium tetra-fluoroborate F[B-](F)(F)F.C(C)(C)C1=C(C(=CC=C1)C(C)C)[N+]=1C(CC(C1)(C)C1=CC=C(C=C1)CC(C)C)(C)C